C(CCCCCC(C)(C)C)(=O)[O-].C(CCCCCC(C)(C)C)(=O)[O-].C(CCCCCC(C)(C)C)(=O)[O-].[Bi+3] Bismuth trineodecanoat